C(C1=CC=CC=C1)OC=1C(=C(C=C(C1)C1=C(C=CC(=C1)C)S(=O)(=O)[O-])C1=C(C=CC(=C1)C)S(=O)(=O)[O-])C(=O)N1CC2=CC=CC(=C2C1)C=O 5-(Benzyloxy)-4-(4-formylisoindoline-2-carbonyl)-1,3-phenylenebis(4-methylbenzenesulfonate)